tert-Butyl (4-(6-chloro-3-methyl-2-oxo-2,3-dihydro-1H-imidazo[4,5-c]pyridin-1-yl)cyclohexyl)carbamate ClC1=CC2=C(C=N1)N(C(N2C2CCC(CC2)NC(OC(C)(C)C)=O)=O)C